(S)-7-((9H-fluorene-3-carbonyl)glycyl)-1,4-dioxa-7-azaspiro[4.4]nonane-8-carboxylic acid C1=CC(=CC=2C3=CC=CC=C3CC12)C(=O)NCC(=O)N1CC2(OCCO2)C[C@H]1C(=O)O